ClC1=CC2=C(C=N1)C(=CN2)N2CCOCC2 4-(6-chloro-1H-pyrrolo[3,2-C]pyridin-3-yl)morpholine